di-(silylbutanol) bis-(vinyl carbamate) C(=C)NC(O)=O.C(=C)NC(O)=O.[SiH3]C(CCC)O.[SiH3]C(CCC)O